COC1=CC2=C(C3=CN(N=C13)C)C=C(S2)C(C)=O 1-(4-Methoxy-2-methyl-2H-thieno[3,2-e]indazol-7-yl)ethane-1-one